7,7-dimethyl-4-(3-nitrophenyl)-7,8-dihydro-4H-benzopyran-5-one CC1(CC2=C(C(C=CO2)C2=CC(=CC=C2)[N+](=O)[O-])C(C1)=O)C